NC=1C=C(C=C(C#N)C1)C#N 5-aminoisophthalonitrile